C(C)OC(CCC(=O)N1CC2=CC(=C(C=C2C1)O)OC)=O 4-(5-hydroxy-6-methoxy-isoindolin-2-yl)-4-oxo-butanoic acid ethyl ester